butylhexyl 4-(dioctylamino)butyl hydrogen phosphate P(=O)(OC(CCCCC)CCCC)(OCCCCN(CCCCCCCC)CCCCCCCC)O